N1=C(C=NC=C1)[C@@H](C)NC(=O)[C@@H]1CN(CC[C@H]1NC(=O)C1=NOC(=C1)C1=C(C=C(C=C1F)F)F)C1CCCC1 (3R,4R)-1-cyclopentyl-4-{[5-(2,4,6-trifluoro-phenyl)-isoxazole-3-carbonyl]-amino}-piperidine-3-carboxylic acid ((R)-1-pyrazin-2-yl-ethyl)-amide